COC(C1=C(C(=CC(=C1)OC)/C(/N)=N/O)OC)=O (Z)-3-(N'-hydroxycarbamimidoyl)-2,5-dimethoxybenzoic acid methyl ester